ClC=1C(=C(C(=CC1Cl)Cl)OC(C(=O)OC1=C(C(=C(C=C1Cl)Cl)Cl)C(=O)OCCC(CC)C)=O)C(=O)OCCC(CC)C bis{3,4,6-trichloro-2-[(3-methylpentyloxy)carbonyl] phenyl}-Oxalat